FC1=CC=C(C=C1)C=1C=C2C(=NC=NC2=C(C1)OC)NCCN1CCNCC1 6-(4-fluorophenyl)-8-methoxy-N-(2-piperazin-1-ylethyl)quinazolin-4-amine